N1=C(C=CC=C1)N1CCNCC1 4-(2-pyridyl)piperazin